ClC=1C=C(C=CC1F)C(C=1NC(=CN1)S(=O)(=O)N1CC(C1)NC(C)=O)C1=CC(=C(C=C1)F)Cl N-(1-((2-(bis(3-chloro-4-fluorophenyl)methyl)-1H-imidazol-5-yl)sulfonyl)azetidin-3-yl)acetamide